BrC=1C=C(C=NC1OC)N(C(OC)=O)O Methyl (5-bromo-6-methoxypyridin-3-yl)(hydroxyl)carbamate